N-(6-amino-5-ethyl-3-pyridyl)-2-[(2R)-2-(3-chloro-4-fluoro-phenyl)-4-[1-(trifluoromethyl)cyclopropanecarbonyl]piperazin-1-yl]-2-oxo-acetamide NC1=C(C=C(C=N1)NC(C(=O)N1[C@@H](CN(CC1)C(=O)C1(CC1)C(F)(F)F)C1=CC(=C(C=C1)F)Cl)=O)CC